tert-butyl-4-[(6-{5-[(1R)-6-chloro-1-[(2,2-dimethylpropanoyl)oxy]-2,3-dihydro-1H-indene-4-sulfonamido]-2-fluorophenyl}quinazolin-2-yl)amino]piperidine-1-carboxylate C(C)(C)(C)OC(=O)N1CCC(CC1)NC1=NC2=CC=C(C=C2C=N1)C1=C(C=CC(=C1)NS(=O)(=O)C=1C=2CC[C@H](C2C=C(C1)Cl)OC(C(C)(C)C)=O)F